(2-chloro-3,6-difluorophenyl)-4-methoxy-2-((3-methyl-4-(1-methylpiperidin-4-yl)phenyl)amino)pyrimidine-5-carboxamide ClC1=C(C(=CC=C1F)F)C1=C(C(=NC(=N1)NC1=CC(=C(C=C1)C1CCN(CC1)C)C)OC)C(=O)N